3-(4-bromophenyl)-2-oxo-2H-chromen-7-yl acetate C(C)(=O)OC1=CC=C2C=C(C(OC2=C1)=O)C1=CC=C(C=C1)Br